FC=1C=C(CCN2C[C@H]3[C@@](C2)(C[C@@H](C3)OC3=C(C=CC=C3)F)O)C=C(C1O)F (3aR,5R,6aS)-2-(3,5-difluoro-4-hydroxyphenethyl)-5-(2-fluorophenoxy)hexahydrocyclopenta[c]pyrrol-3a(1H)-ol